(1-(((1R,2S,5R)-2-isopropyl-5-methylcyclohexyl) oxy)-2-methylpropan-2-yl)-(p-tolyl) sulfone C(C)(C)[C@H]1[C@@H](C[C@@H](CC1)C)OCC(C)(C)S(=O)(=O)C1=CC=C(C=C1)C